N1=CC=C2N1C=CC(=N2)C2=CNC=1N=C(N=CC12)NC1CCC(CC1)OCCO 2-(((1s,4s)-4-((5-(pyrazolo[1,5-a]pyrimidin-5-yl)-7H-pyrrolo[2,3-d]pyrimidin-2-yl)amino)cyclohexyl)oxy)ethan-1-ol